benzyloxyethanolate C(C1=CC=CC=C1)OC(C)[O-]